ClC=1C(=C(C=CC1)C(=C)C=1C2=C(C(N(C1)C)=O)N(C(=C2)C=2C=NN(C2)C2COC2)S(=O)(=O)C2=CC=C(C)C=C2)F 4-(1-(3-chloro-2-fluorophenyl)vinyl)-6-methyl-2-(1-(oxetan-3-yl)-1H-pyrazol-4-yl)-1-tosyl-1,6-dihydro-7H-pyrrolo[2,3-c]pyridin-7-one